2-(benzyloxymethyl)-3-(4-methyl-2,5-dioxo-imidazolidin-4-yl)propanoic acid C(C1=CC=CC=C1)OCC(C(=O)O)CC1(NC(NC1=O)=O)C